1-[3-(3-aminopyrazol-1-yl)phenyl]ethanone NC1=NN(C=C1)C=1C=C(C=CC1)C(C)=O